(2R,4S)-2-(azidomethyl)-4-(3-(cyclopropylmethoxy)-4-(difluoromethoxy)phenyl)pyrrolidine hydrochloride Cl.N(=[N+]=[N-])C[C@@H]1NC[C@@H](C1)C1=CC(=C(C=C1)OC(F)F)OCC1CC1